4-bromo-2-(4-piperidyl)isoindolin-1-one BrC1=C2CN(C(C2=CC=C1)=O)C1CCNCC1